3-(dodecylamino)-4-((3-((4-((2-(dodecylamino)-3,4-dioxocyclobut-1-en-1-yl)(tetradecyl)amino)butyl)(tetradecyl)amino)-2-hydroxypropyl)amino)cyclobut-3-ene C(CCCCCCCCCCC)NC=1CCC1NCC(CN(CCCCCCCCCCCCCC)CCCCN(CCCCCCCCCCCCCC)C1=C(C(C1=O)=O)NCCCCCCCCCCCC)O